(2S)-m-nitrobenzenesulfonic acid glycidyl ester C(C1CO1)OS(=O)(=O)C1=CC(=CC=C1)[N+](=O)[O-]